tert-butyl 2-[6-[2-cyano-3-[[ethyl(methyl)sulfamoyl]amino]-6-fluoro-phenoxy]-4-oxo-quinazolin-3-yl]-6-azaspiro[3.4]octane-6-carboxylate C(#N)C1=C(OC=2C=C3C(N(C=NC3=CC2)C2CC3(C2)CN(CC3)C(=O)OC(C)(C)C)=O)C(=CC=C1NS(N(C)CC)(=O)=O)F